5-chloro-1-(2-fluorobenzyl)-4-formyl-1H-pyrazole-3-carboxylic acid ethyl ester C(C)OC(=O)C1=NN(C(=C1C=O)Cl)CC1=C(C=CC=C1)F